CC=1N(N=C2C(=NN=C(C21)C)N2CCC(CC2)CCC(=O)NC2CN(C2)C)C2=CC=C(C=C2)C 3-(1-(3,4-dimethyl-2-(p-tolyl)-2H-pyrazolo[3,4-d]pyridazin-7-yl)piperidin-4-yl)-N-(1-methylazetidin-3-yl)propanamide